2-phenyl-7-{[1-(2,2,2-trifluoroethyl)-1H-imidazol-2-yl]methyl}-5,7-diazaspiro[3.4]octane-6,8-dione C1(=CC=CC=C1)C1CC2(C1)NC(N(C2=O)CC=2N(C=CN2)CC(F)(F)F)=O